2,5-dioxo-3-pyrroline O=C1NC(C=C1)=O